(2S)-N-[(1R)-1-(Furan-2-yl)ethyl]-3-hydroxy-2-{4-[(2-methylpentyl)oxy]phenyl}propenamide O1C(=CC=C1)[C@@H](C)NC(C(=CO)C1=CC=C(C=C1)OC[C@H](CCC)C)=O